N,N,N'-tri-(hydroxy-ethyl)ethylenediamine OCCN(CCNCCO)CCO